FC(C1=CC(=NO1)CP(OCC)(OCC)=O)(F)F diethyl [5-(trifluoromethyl)-1,2-oxazol-3-yl]methylphosphonate